COC1=CC=C(C=C1)C(NCCN)(C1=CC=CC=C1)C1=CC=CC=C1 N1-((4-methoxyphenyl)diphenylmethyl)ethane-1,2-diamine